OC1CCC(O1)CCC(=O)O 3-(5-Oxyltetrahydrofuran-2-yl)propionic acid